C(C)(C)(C)OC(=O)N(C=1SC(=C(N1)C)C=1C=NC(=C(C1)NS(=O)(=O)C)OC)C(=O)OC(C)(C)C N,N-di-tert-butoxycarbonyl-4-methyl-5-(5-methanesulfonamido-6-methoxypyridin-3-yl)-1,3-thiazol-2-amine